N-((1-(2-(2-(2-(2-aminoethoxy)ethoxy)ethoxy)ethyl)-1H-1,2,3-triazol-4-yl)methyl)-N-methyl-2-(methylsulfonyl)ethan-1-amine NCCOCCOCCOCCN1N=NC(=C1)CN(CCS(=O)(=O)C)C